piperazine-1-carboxylic acid bisHCl salt Cl.Cl.N1(CCNCC1)C(=O)O